cis-6-Chloro-4-[[4-(N-cyclopropyl-2,4-difluoro-anilino)cyclohexyl]-methyl-amino]-1-methyl-2-oxo-1,5-naphthyridine-3-carbonitrile ClC=1N=C2C(=C(C(N(C2=CC1)C)=O)C#N)N(C)[C@@H]1CC[C@@H](CC1)N(C1=C(C=C(C=C1)F)F)C1CC1